4-(2-dibenzothienyl)aniline C1=C(C=CC=2SC3=C(C21)C=CC=C3)C3=CC=C(N)C=C3